B([O-])([O-])[O-].[Cr+3] chromium(III) borate